S(O)(O)(=O)=O.C(C=C)NCCCNCC=C 1,3-bis(allylamino)propane sulfuric acid salt